N-(4-chloro-3-(4,4,5,5-tetramethyl-1,3,2-dioxaborolan-2-yl)phenyl)-4-(trifluoromethyl)picolinamide ClC1=C(C=C(C=C1)NC(C1=NC=CC(=C1)C(F)(F)F)=O)B1OC(C(O1)(C)C)(C)C